FC=1C(=NC=CC1)SC=1C=2N(C=C(C1)C=1C=NC(=CC1)N1CCNCC1)N=CC2C#N 4-((3-fluoropyridin-2-yl)thio)-6-(6-(piperazin-1-yl)pyridin-3-yl)pyrazolo[1,5-a]pyridine-3-carbonitrile